2,4-dibromo-3-methyl-6-(trifluoromethyl)aniline BrC1=C(N)C(=CC(=C1C)Br)C(F)(F)F